5-(4'-Fluoro-5-isopropyl-2-methoxy-biphenyl-4-yloxy)-pyrimidine-2,4-diamine FC1=CC=C(C=C1)C1=C(C=C(C(=C1)C(C)C)OC=1C(=NC(=NC1)N)N)OC